ClC1=C(C=C(C=C1)OC)[C@@H](C)NC(=O)N1[C@@H](CN(CC1)C1=CC(=NC=C1)F)C (R)-N-((R)-1-(2-Chloro-5-methoxyphenyl)ethyl)-4-(2-fluoropyridin-4-yl)-2-methylpiperazine-1-carboxamide